N[SiH2]N[SiH2]N[SiH2]N Tetraazasilan